t-butyl-N-hydroxyurethane C(C)(C)(C)N(C(=O)OCC)O